4-(2-((4-(morpholino-3,3,5,5-d4)phenyl) amino)pyrimidin-4-yl)benzoate lithium salt monohydrate O.[Li+].O1CC(N(C(C1)([2H])[2H])C1=CC=C(C=C1)NC1=NC=CC(=N1)C1=CC=C(C(=O)[O-])C=C1)([2H])[2H]